N4-(6-chloroquinolin-3-yl)-N2-(4-((1s,3s)-3-(dimethylamino)cyclobutoxy)-3-methoxyphenyl)-5-fluoropyrimidine-2,4-diamine ClC=1C=C2C=C(C=NC2=CC1)NC1=NC(=NC=C1F)NC1=CC(=C(C=C1)OC1CC(C1)N(C)C)OC